C(C=C)C1C2=C(C(NC1)=O)C(=C(N2)C2=C(C=NC=C2)OCC2CNCCC2)NC2=C(C(=CC=C2)F)OC 7-Allyl-3-[(3-fluoro-2-methoxyphenyl)amino]-2-[3-(piperidin-3-ylmethoxy)pyridin-4-yl]-1,5,6,7-tetrahydro-4H-pyrrolo[3,2-c]pyridin-4-one